6-(But-3-yn-1-yloxy)-2-(methylsulfonyl)-3-nitropyridine C(CC#C)OC1=CC=C(C(=N1)S(=O)(=O)C)[N+](=O)[O-]